ClC1=C2C(=NC=C1)N(N=C2C2CN(C2)C(=O)OC(C)(C)C)C2=CC=C(C=C2)OC(F)(F)F tert-Butyl 3-(4-chloro-1-(4-(trifluoromethoxy)phenyl)-1H-pyrazolo[3,4-b]pyridin-3-yl)azetidine-1-carboxylate